[3-({5-[6-(5-chloro-2-fluorophenyl)-2H,3H,4H-pyrido[3,2-b][1,4]oxazin-8-yl]pyridin-3-yl}oxy)propyl]dimethylamine ClC=1C=CC(=C(C1)C=1C=C(C=2OCCNC2N1)C=1C=C(C=NC1)OCCCN(C)C)F